methyl 3-(1H-pyrrol-2-yl)propanoate N1C(=CC=C1)CCC(=O)OC